tert-butyl 4-(7-methyl-3-(4,4,5,5-tetramethyl-1,3,2-dioxaborolan-2-yl)pyrazolo[1,5-a]pyridin-6-yl)piperidine-1-carboxylate CC1=C(C=CC=2N1N=CC2B2OC(C(O2)(C)C)(C)C)C2CCN(CC2)C(=O)OC(C)(C)C